1-(2-bromoethoxy)-2-methoxyethane BrCCOCCOC